FCCOC1=C(C(=NC=C1)OC)N (2-fluoroethoxy)-2-methoxypyridin-3-amine